CN1N=C(C(=C1)C1=CC=NC=C1)C1=CC=C(OCC2=NC3=CC=CC=C3N=C2N2CCNCC2)C=C1 2-[[4-[1-Methyl-4-(4-pyridyl)pyrazol-3-yl]phenoxy]methyl]-3-piperazin-1-yl-quinoxaline